F[C@@]1(CC[C@@H](NC1)C1=CC=CC=C1)C |r| rac-(2R,5R)-5-Fluoro-5-methyl-2-phenylpiperidine